COC=1C(NC(NC1CC(=O)O)=O)=O 5-methoxycarboxymethyluracil